methyl 2-(1-(pent-4-en-1-yl)-2,3-dihydro-1H-inden-1-yl)acetate C(CCC=C)C1(CCC2=CC=CC=C12)CC(=O)OC